NC1=NC2=CC(=CC=C2C=C1F)CN(C(=O)C1=CN=C2N1CCCC2)C2=C(C=C(C=C2)F)S(=O)(=O)C N-[(2-amino-3-fluoroquinolin-7-yl)methyl]-N-(4-fluoro-2-methanesulfonylphenyl)-5H,6H,7H,8H-imidazo[1,2-a]pyridine-3-carboxamide